Cholestene C[C@H](CCCC(=C)C)[C@H]1CC[C@@H]2[C@@]1(CC[C@H]3[C@H]2CCC4[C@@]3(CCCC4)C)C